2-(6-amino-4-(trifluoromethyl)pyridin-3-yl)-4-morpholinyl-5,6,7,8-tetrahydropyrido[3,4-d]pyrimidin NC1=CC(=C(C=N1)C=1N=C(C2=C(N1)CNCC2)N2CCOCC2)C(F)(F)F